C(C)N(C1=NC(=CC2=CC=NC=C12)C(=O)NC1=CC(=C(C(=O)O)C=C1)C)C(C)C 4-(1-(Ethyl(isopropyl)amino)-2,7-naphthyridine-3-carboxamido)-2-methylbenzoic acid